CN1N=C(C(=C1OCCNC)C=1C=C2C(=CN1)N(N=C2C=C)C2OCCCC2)C 2-[2,5-dimethyl-4-(1-tetrahydropyran-2-yl-3-vinyl-pyrazolo[3,4-c]pyridin-5-yl)pyrazol-3-yl]oxy-N-methyl-ethanamine